C(C)N(C(=O)Cl)C ethyl-(methyl)carbamic chloride